7-{4-[(1-methylcyclobutyl)carbamoyl]piperidin-1-yl}-3-oxa-9-azabicyclo[3.3.1]nonane-9-carboxylic acid methyl ester COC(=O)N1C2COCC1CC(C2)N2CCC(CC2)C(NC2(CCC2)C)=O